C(C1=CC=CC=C1)OCCN1CN(S(C2=C1C=C(C=C2)Cl)(=O)=O)[C@@H]([C@H](C)C2=C(C(=CC=C2F)C)C)C2=NNC(O2)=O 5-((1S,2R)-1-(4-(2-(benzyloxy)ethyl)-6-chloro-1,1-dioxido-3,4-dihydro-2H-benzo[e][1,2,4]thiadiazin-2-yl)-2-(6-fluoro-2,3-dimethylphenyl)propyl)-1,3,4-oxadiazol-2(3H)-one